2,2,2-trifluoroethan-1-one hydrochloride Cl.FC(C=O)(F)F